C(C)C1=NNC(=C1)CC 3,5-diethylpyrazole